C(C)(C)(C)OC(=O)N1CCC1C1=CC=C2N1C=CN=C2 4-{Pyrrolo[1,2-a]pyrazin-6-yl}-azetidine-1-carboxylic acid tert-butyl ester